1-[2-chloro-5-(4-chloro-5-cyano-1-methyl-pyrazol-3-yl)-4-fluoro-phenyl]-3-[(1S)-1-(2-pyrimidin-2-yl-1,2,4-triazol-3-yl)ethyl]urea ClC1=C(C=C(C(=C1)F)C1=NN(C(=C1Cl)C#N)C)NC(=O)N[C@@H](C)C=1N(N=CN1)C1=NC=CC=N1